C(CCCCC)(=O)OC=1C(C2=CC=CC=C2C(C1C1CCC(CC1)C1=CC=C(C=C1)Cl)=O)=O 3-((1r,4r)-4-(4-chlorophenyl)cyclohexyl)-1,4-dioxo-1,4-dihydronaphthalen-2-yl hexanoate